(6-methoxy-2-methylpyridin-3-yl)boric acid COC1=CC=C(C(=N1)C)OB(O)O